C1(CC1)C=1C=NC=C(C(=O)O)C1 5-cyclopropyl-nicotinic acid